4-(1-aminoethyl)-6-(4-fluorophenyl)-2-methylquinoline-7-carbonitrile NC(C)C1=CC(=NC2=CC(=C(C=C12)C1=CC=C(C=C1)F)C#N)C